(R)-5-(2-(dimethylamino)ethoxy)-N-(1-(2-(1-ethyl-3-(trifluoromethyl)-1H-pyrazol-4-yl)quinolin-4-yl)ethyl)-2-methylbenzamide CN(CCOC=1C=CC(=C(C(=O)N[C@H](C)C2=CC(=NC3=CC=CC=C23)C=2C(=NN(C2)CC)C(F)(F)F)C1)C)C